C(CCC)C1=C(C(=C(C(=N1)O)C(=O)N1CCN(CC1)CC1=NC(=CC=C1)Cl)O)C1=C(C=CC=C1OC)OC 6-butyl-3-{4-[(6-chloropyridin-2-yl)methyl]piperazine-1-carbonyl}-5-(2,6-dimethoxyphenyl)pyridine-2,4-diol